BrC1=C(C=CC=C1)S 2-bromobenzene-1-thiol